COC[C@H](C)N1C(=CC2=C1N=C(N=C2)NC=2C(=NN(C2)C([2H])([2H])[2H])O[C@H]2COCC2)C#N 7-((S)-1-methoxypropan-2-yl)-2-((1-(methyl-d3)-3-(((R)-tetrahydrofuran-3-yl)oxy)-1H-pyrazol-4-yl)amino)-7H-pyrrolo[2,3-d]pyrimidine-6-carbonitrile